CC1(OC2=CC(=C3C(=C2C2=C1C=CC(=C2)C)OC(OC3=O)(C3=CC=C(C=C3)C)CC(C)=O)CCCCC)C 8,8,11-Trimethyl-2-(2-oxopropyl)-5-pentyl-2-(p-tolyl)-4H,8H-benzo[c][1,3]dioxino[4,5-f]chromen-4-on